(2E)-1-[1,1'-biphenyl]-4-yl-3-(dimethylamino)-2-propen-1-one C1(=CC=C(C=C1)C(\C=C\N(C)C)=O)C1=CC=CC=C1